Chlorine (pentamethylcyclopentadiene) CC1C(=C(C(=C1C)C)C)C.[Cl]